BrCCCCOC1=C(OC2=CC(=CC=C2C1=O)OC)C1=CC=C(C=C1)OC 3-(4-bromobutoxy)-7-methoxy-2-(4-methoxyphenyl)-4H-chromen-4-one